N-(5-(2-(1-cyclopropylethyl)-4-(2-(hydroxymethyl)morpholino)-3-oxo-2,3-dihydro-1H-pyrrolo[3,4-c]pyridin-6-yl)-4-methylthiazol-2-yl)acetamide C1(CC1)C(C)N1C(C=2C(=NC(=CC2C1)C1=C(N=C(S1)NC(C)=O)C)N1CC(OCC1)CO)=O